Tert-butyl (R)-(1-(3-cyanophenyl)-2-oxocyclohexyl)carbamate C(#N)C=1C=C(C=CC1)[C@]1(C(CCCC1)=O)NC(OC(C)(C)C)=O